ClC1=C(C(=O)OC)C=C(C=C1S(NC1=C(C(=CC=C1)B1OC(C(O1)(C)C)(C)C)F)(=O)=O)Cl methyl 2,5-dichloro-3-(N-(2-fluoro-3-(4,4,5,5-tetramethyl-1,3,2-dioxaborolan-2-yl)phenyl)sulfamoyl)benzoate